N(C)CC(=O)OC(CCCCCCCCCCC)=O.[Cu] copper lauroyl sarcosinate